ClC=1C=NN(C(C1)=O)CC(=O)OCC Ethyl 2-(4-chloro-6-oxopyridazin-1(6H)-yl)acetate